2-Bromocyclopentadecanone BrC1C(CCCCCCCCCCCCC1)=O